(2Z)-2-[(5Z)-5-[(3,5-dimethyl-1H-pyrrol-2-yl)methylidene]-4-methoxypyrrol-2-ylidene]indole CC1=C(NC(=C1)C)\C=C/1\C(=C/C(/N1)=C\1/N=C2C=CC=CC2=C1)OC